C(CCCCCCCCC)=O decanealdehyde